C(C)(C)(C)OC(=O)N1[C@H](CN(CC1)CC1=C(C(=CC(=C1)C)NC=1OC(=NN1)C=1N(N=NC1)C)C)C (2S)-4-[[2,5-dimethyl-3-[[5-(3-methyltriazol-4-yl)-1,3,4-oxadiazol-2-yl]amino]phenyl]methyl]-2-methyl-piperazine-1-carboxylic acid tert-butyl ester